ClC1=C(OC2=NC=C(C=C2C(=O)NC2=CC(=CC=C2)S(=O)(=O)CC)C(F)(F)F)C=CC(=C1)OC(F)(F)F 2-[2-chloro-4-(trifluoromethoxy)phenoxy]-N-(3-ethylsulfonylphenyl)-5-(trifluoromethyl)pyridine-3-carboxamide